1-[3-[4-[3-(4-Fluorophenyl)isoxazol-5-yl]phenoxy]propyl]-4-methylpiperazine FC1=CC=C(C=C1)C1=NOC(=C1)C1=CC=C(OCCCN2CCN(CC2)C)C=C1